4-(hydroxymethyl)-6-[(Z)-3-(4-methylphenyl)prop-2-enylidene]cyclohexan-1-one OCC1CCC(C(C1)=C\C=C/C1=CC=C(C=C1)C)=O